N-((S)-1-((2R,3R)-1-cyclopropyl-3-methyl-4-(2-(6-(trifluoromethyl)imidazo[1,2-a]pyridin-3-yl)pyrimidin-4-yl)piperazin-2-yl)ethyl)methanesulfonamide C1(CC1)N1[C@H]([C@H](N(CC1)C1=NC(=NC=C1)C1=CN=C2N1C=C(C=C2)C(F)(F)F)C)[C@H](C)NS(=O)(=O)C